2-((4-(2-methoxyphenyl)-2-thiocyanatobut-1,3-dien-1-yl)oxy)naphthalene COC1=C(C=CC=C1)C=CC(=COC1=CC2=CC=CC=C2C=C1)SC#N